5-N-[[4-[[3-(Difluoromethyl)imidazo[1,2-a]pyridin-6-yl]oxymethyl]-2-oxabicyclo[2.1.1]hexan-1-yl]methyl]isoquinoline-1,5-diamine FC(C1=CN=C2N1C=C(C=C2)OCC21COC(C2)(C1)CNC=1C=2C=CN=C(C2C=CC1)N)F